C1(=CC=CC=C1)CCC(C(=O)O)(C)C.C(C(C)C)(=O)OCCC1=CC=CC=C1 phenethyl ISOBUTYRATE (PHENYL ETHYL ISOBUTYRATE)